C(\C=C/C(=O)[O-])(=O)[O-].[Zn+2].C(CO)O ethylene glycol zinc maleate